trimethylethanaminium CC(C[NH3+])(C)C